[OH-].[OH-].[OH-].[Zr+3] zirconium trihydroxide